methaneideal [CH-]=O